(1-(hexyloxy)-2-butaneoxy)-2-butanone C(CCCCC)OCC(CC)OCC(CC)=O